ClC1=NC(=CC(=N1)C(C)(C)F)OC 2-chloro-4-(2-fluoroprop-2-yl)-6-methoxypyrimidine